C(C)N1C2=CC=C(C=C2C=2C=C(C=CC12)C(C)=O)C(C1=C(C=CC=C1)C)=O 1-[9-ethyl-6-(2-methylbenzoyl)-9H-carbazole-3-yl]ethanone